2-[(3,4-dimethylphenyl)amino]acethydrazide CC=1C=C(C=CC1C)NCC(=O)NN